NC(CCCCCCSC(C1=CC=CC=C1)(C1=CC=CC=C1)C1=CC=CC=C1)CCCCCCSC(C1=CC=CC=C1)(C1=CC=CC=C1)C1=CC=CC=C1 7-amino-1,13-bis-[(triphenylmethyl)mercapto]-tridecane